FC1(CNC(C2=CC=C(C=C12)B1OC(C(O1)(C)C)(C)C)=O)F 4,4-difluoro-6-(4,4,5,5-tetramethyl-1,3,2-dioxaborolan-2-yl)-3,4-dihydroisoquinolin-1(2H)-one